C(C)(C)(C)OC(=O)N1CCN(CC1)C1=CC=C(C=C1)C=1C=2N(C=C(C1)C=1C=NN(C1)C)N=CC2C#N 4-(4-(3-cyano-6-(1-methyl-1H-pyrazol-4-yl)pyrazolo[1,5-a]pyridin-4-yl)phenyl)piperazine-1-carboxylic acid tert-butyl ester